4-(4-methyl-piperazine-1-carbonyl)-benzamide CN1CCN(CC1)C(=O)C1=CC=C(C(=O)N)C=C1